3-(4-methoxyphenyl)-1-phenylimidazolidine COC1=CC=C(C=C1)N1CN(CC1)C1=CC=CC=C1